(4-methoxybenzyl)-4-methyl-4,5,6,7-tetrahydro-1H-pyrazolo[4,3-c]pyridine COC1=CC=C(CN2N=CC=3C(NCCC32)C)C=C1